N-(L-Gamma-Glutamyl)-L-Cystein N[C@@H](CCC(=O)N[C@@H](CS)C(=O)O)C(=O)O